O[C@]1(C[C@H](N(C1)C(=O)OC(C)(C)C)C(=O)OC)C(Cl)(Cl)Cl 1-(t-butyl) 2-methyl (2S,4S)-4-hydroxy-4-(trichloromethyl)pyrrolidine-1,2-dicarboxylate